N[C@H]([C@H](C1=CC=CC=C1)NS(=O)(=O)C1=CC=C(C=C1)C)C1=CC=CC=C1 N-[(1S,2S)-2-amino-1,2-diphenylethyl]-4-methylbenzene-1-sulfonamide